Cl.O[C@@H]1C[C@H](NC1)C(=O)NCC1=CC=C(C=C1)C1=C(N=CS1)C (2S,4R)-4-hydroxy-N-{[4-(4-methyl-1,3-thiazol-5-yl)phenyl]methyl}pyrrolidine-2-carboxamide hydrochloride